phenyl-1,2-dibromoethane C1(=CC=CC=C1)C(CBr)Br